4-(3-fluorobenzyl)-N-((S)-7-((R)-3-hydroxy-4-morpholino-4-oxobutoxy)-5-methyl-4-oxo-2,3,4,5-tetrahydrobenzo[b][1,4]oxazepin-3-yl)-1H-pyrazole-1-carboxamide FC=1C=C(CC=2C=NN(C2)C(=O)N[C@@H]2C(N(C3=C(OC2)C=CC(=C3)OCC[C@H](C(=O)N3CCOCC3)O)C)=O)C=CC1